4-methylsulfanylspiro[1,3,5,11-tetrazatricyclo[7.4.0.02,7]trideca-2(7),3,5,8-tetraene-13,1'-cyclohexane]-10-one CSC1=NC=2N3C(=CC2C=N1)C(NCC31CCCCC1)=O